Trans-3-((6-(5-((((R)-1-(2-chlorophenyl)ethoxy)carbonyl)amino)-1-methyl-1H-1,2,3-triazol-4-yl)-2-methylpyridin-3-yl)carbamoyl)-2,2-difluorocyclopropane-1-carboxylic acid ClC1=C(C=CC=C1)[C@@H](C)OC(=O)NC1=C(N=NN1C)C1=CC=C(C(=N1)C)NC(=O)[C@@H]1C([C@H]1C(=O)O)(F)F